(R)-N-(4-(3-((4-cyclopropoxy-5-methylpyrimidin-2-yl)amino)pyrrolidine-1-carbonyl)phenyl)acrylamide C1(CC1)OC1=NC(=NC=C1C)N[C@H]1CN(CC1)C(=O)C1=CC=C(C=C1)NC(C=C)=O